N-(3-{4-[6-(3-Methyloxetan-3-ylmethoxy)pyridin-3-yl]-6-oxo-1,6-dihydropyrimidin-2-yl}-4-(trifluoromethyl)benzyl)isobutyramide CC1(COC1)COC1=CC=C(C=N1)C=1N=C(NC(C1)=O)C=1C=C(CNC(C(C)C)=O)C=CC1C(F)(F)F